1-[4-(phenylthio)phenyl]-1,2-hexanedione C1(=CC=CC=C1)SC1=CC=C(C=C1)C(C(CCCC)=O)=O